3-(3-(4-(Chloromethyl)phenyl)-5-(2-methyl-5-(methyl-d3)-2H-1,2,3-triazol-4-yl)-3H-imidazo[4,5-b]pyridin-2-yl)pyridin-2-amine ClCC1=CC=C(C=C1)N1C(=NC=2C1=NC(=CC2)C2=NN(N=C2C([2H])([2H])[2H])C)C=2C(=NC=CC2)N